2-chloro-6-cyclopropyl-3-fluoro-5-iodopyridin ClC1=NC(=C(C=C1F)I)C1CC1